N1(CCNCC1)CC1=NC(=C(N=C1C)C)C 2-(piperazinomethyl)-3,5,6-trimethylpyrazine